2-Amino-4-(3-((R)-3-((R)-2,4-dimethylpiperazin-1-yl)pyrrolidin-1-yl)-5-fluoro-7,9-dihydrofuro[3,4-f]quinazolin-6-yl)-7-fluorothieno[3,2-c]pyridine-3-carbonitrile NC1=C(C=2C(=NC=C(C2S1)F)C=1C2=C(C=3C=NC(=NC3C1F)N1C[C@@H](CC1)N1[C@@H](CN(CC1)C)C)COC2)C#N